5-phenyl-4,5-dihydro-isoxazole-3-carboxylic acid isopropyl ester C(C)(C)OC(=O)C1=NOC(C1)C1=CC=CC=C1